chloro-α,α,α-trifluoro-p-tolyl 3-ethoxy-4-nitrophenyl ether C(C)OC=1C=C(C=CC1[N+](=O)[O-])OC1=CC(=C(C=C1)C(F)(F)F)Cl